C(C1=CC=CC=C1)OC1=C(OC2=CC(=CC=C2C1)OCC1=CC=CC=C1)C1=CC(=C(C=C1)OCC1=CC=CC=C1)C(F)(F)F 3,7-bis(benzyloxy)-2-(4-(benzyloxy)-3-(trifluoromethyl)phenyl)-4H-chromene